(S)-N-((S)-1-((3,4-DICHLOROPHENYL)AMINO)-5-(3,3-DIMETHYLGUANIDINO)-1-OXOPENTAN-2-YL)-2-(4-OXO-4-PHENYLBUTANOYL)-1,2,3,4-TETRAHYDROISOQUINOLINE-3-CARBOXAMIDE ClC=1C=C(C=CC1Cl)NC([C@H](CCCNC(=N)N(C)C)NC(=O)[C@H]1N(CC2=CC=CC=C2C1)C(CCC(C1=CC=CC=C1)=O)=O)=O